ClC1=C(OC2=NC=CC=C2C2=NC(=NC=C2)NC2CCC(CC2)NC(OC(C)(C)C)=O)C(=CC(=C1)NS(=O)(=O)CCC)F tert-Butyl ((1r,4r)-4-((4-(2-(2-chloro-6-fluoro-4-(propylsulfonamido)phenoxy)pyridin-3-yl)pyrimidin-2-yl)amino)cyclohexyl)carbamate